P(=O)(O)(O)OC[C@@H]1[C@H]([C@H]([C@@H](O1)N1C=NC=2C(O)=NC=NC12)O)O.CC1=C(C(=C(C(=C1CC1=CC(=C(C(=C1)C(C)(C)C)O)C(C)(C)C)C)CC1=CC(=C(C(=C1)C(C)(C)C)O)C(C)(C)C)C)CC1=CC(=C(C(=C1)C(C)(C)C)O)C(C)(C)C 1,3,5-trimethyl-2,4,6-tris(3',5'-di-tert-butyl-4'-hydroxybenzyl)benzene inosine-5'-monophosphate